ClC1=C(C(=O)O)C=C(C=C1)C=1C=NC=C(C1)COC=1C=C2CN(C(C2=CC1)=O)C1CCCC1 2-Chloro-5-{5-[(2-cyclopentyl-1-oxoisoindolin-5-yloxy)methyl](3-pyridyl)}benzoic acid